tert-butyl (2R,5S)-4-(2-(6-ethoxy-7-(4-fluorobenzyl)-2,3-dihydro-1H-pyrido[2,3-b][1,4]oxazin-1-yl)-2-oxoethyl)-2-methyl-5-(((R)-3-methylmorpholino)methyl)piperazine-1-carboxylate C(C)OC=1C(=CC2=C(OCCN2C(CN2C[C@H](N(C[C@@H]2CN2[C@@H](COCC2)C)C(=O)OC(C)(C)C)C)=O)N1)CC1=CC=C(C=C1)F